C1([C@H](O)[C@@H](O)[C@@H](O)[C@H](O1)CO)NC=1NC(C=2N=CN([C@H]3[C@H](O)[C@H](O)[C@@H](CO)O3)C2N1)=O N-galactosylguanosine